O=C1NC2=CC(=CC=C2C1)C(=O)N1CCC(CC1)NC(CC)=O N-(1-(2-oxoindolin-6-carbonyl)piperidin-4-yl)propanamide